3-(4,5-dihydrooxazol-2-yl)-5'-methyl-4-pentyl-1',2',3',4'-tetrahydro-[1,1'-biphenyl]-2,6-diol O1C(=NCC1)C1=C(C(=C(C=C1CCCCC)O)C1CCCC(=C1)C)O